8-(4,4-Difluoropiperidin-1-yl)-3-methylimidazo[1,2-a]pyrazin-6-amine FC1(CCN(CC1)C=1C=2N(C=C(N1)N)C(=CN2)C)F